3-[5-(2,3-dihydro-1,4-benzoxazin-4-ylmethyl)-2-fluoro-4-methoxyphenyl]-2,4-dioxo-1H-thieno[3,4-d]pyrimidine-5-carboxylic acid O1CCN(C2=C1C=CC=C2)CC=2C(=CC(=C(C2)N2C(NC=1C(C2=O)=C(SC1)C(=O)O)=O)F)OC